FC(C(=O)O)(F)F.[Si](C1=CC=CC=C1)(C1=CC=CC=C1)(C(C)(C)C)OCC(C)O 3-((tert-butyldiphenylsilyl)oxy)propan-2-ol trifluoroacetate